ClC1=CC(=C(C=C1)[C@@]1(OC2=C(C=CC=C2C=C1)C1CCN(CC1)COC(=O)C1=CC=C2C(=N1)NC(=N2)C[C@@H]2OCC2)C)F (4-((R)-2-(4-chloro-2-fluorophenyl)-2-methyl-2H-chromen-8-yl)piperidin-1-yl)methyl-2-(((S)-oxetan-2-yl)methyl)-3H-imidazo[4,5-b]pyridine-5-carboxylate